OC(CCC1C(CCC2C(CCCC12C)(C)C)(O)C)(C=C)C 1-(3-hydroxy-3-methylpent-4-en-1-yl)-2,5,5,8a-tetramethyldecahydronaphthalen-2-ol